6-chloro-3-((1-(3,6-dimethyl-2-(2-methyl-1-oxoisoindolin-5-yl)-4-oxo-4H-chromen-8-yl)ethyl)amino)picolinic acid ClC1=CC=C(C(=N1)C(=O)O)NC(C)C=1C=C(C=C2C(C(=C(OC12)C=1C=C2CN(C(C2=CC1)=O)C)C)=O)C